N-thiophenoyl-6-(2-methoxy-5-fluoro-4-methylbenzenesulfonamido)-1,2,3,4-tetrahydroquinoline S1C(=CC=C1)C(=O)N1CCCC2=CC(=CC=C12)NS(=O)(=O)C1=C(C=C(C(=C1)F)C)OC